FCCN1C[C@@H](CCC1)NC1=NN=C(C=2N1N=CC2)C2=C(C=C(C=C2)C(F)(F)F)OCOC (R)-N-(1-(2-fluoroethyl)piperidin-3-yl)-4-(2-(methoxymethoxy)-4-(trifluoromethyl)phenyl)pyrazolo[1,5-d][1,2,4]triazin-7-amine